tetraoxo-1,2-dithia-5,8,11,14-tetrazacycloheptadecane-4-carboxamide O=C1NC(C(NC(C(SSCCCNCCNC1)=O)C(=O)N)=O)=O